N-(1-(3-(6,6-difluoro-5-oxo-5,6-dihydro-4H-1,3,4-oxadiazin-2-yl)pyrazin-2-yl)ethyl)-3,5-bis(trifluoromethyl)benzamide FC1(C(NN=C(O1)C=1C(=NC=CN1)C(C)NC(C1=CC(=CC(=C1)C(F)(F)F)C(F)(F)F)=O)=O)F